C(#N)C(=C(C)C1CN(CC1)C(=O)OC(C)(C)C)C#N tert-butyl 3-(2,2-dicyano-1-methyl-vinyl)pyrrolidine-1-carboxylate